FC(C[C@@H](C(=O)NC1=NC=CC(=C1)C1=CC=2C(N(CC(C2N1)(C)C)C)=O)C1=CC=C(C=C1)F)F |r| (rac)-4,4-difluoro-2-(4-fluorophenyl)-N-[4-(5,7,7-trimethyl-4-oxo-4,5,6,7-tetrahydro-1H-pyrrolo[3,2-c]pyridin-2-yl)pyridin-2-yl]butanamide